BrC=1C(=NOC1)C1=NC2=C(N1CC=1N=NC=CC1)C(=CC=C2)F 4-bromo-3-(7-fluoro-1-(pyridazin-3-ylmethyl)-benzoimidazol-2-yl)isoxazole